methyl-3',4'-dihydro-1'H-spiro[pyrrolidine-3,2'-[1,8]naphthyridine]-1-carboxylic acid tert-butyl ester C(C)(C)(C)OC(=O)N1CC2(N(C3=NC=CC=C3CC2)C)CC1